OC1=CC=C(C=C1)C(CCC)(CCC)C1=CC=C(C=C1)O 4,4-bis-(4-hydroxyphenyl)-heptane